2-((tert-butoxycarbonyl)(methyl)amino)-5-(4-(tert-butyl)phenyl)thiazole-4-carboxylic acid C(C)(C)(C)OC(=O)N(C=1SC(=C(N1)C(=O)O)C1=CC=C(C=C1)C(C)(C)C)C